anti-homoserine N[C@@H](CCO)C(=O)O